2-HYDROXY-6-METHYLPYRIMIDINE-4-CARBALDEHYDE OC1=NC(=CC(=N1)C=O)C